norvalinate N[C@@H](CCC)C(=O)[O-]